C(C)(C)(C)C=1C=C(NN2CN(CN(C2)SCCCCCCCC)SCCCCCCCC)C=C(C1O)C(C)(C)C 1-(3,5-di-tert-butyl-4-hydroxyanilino)-3,5-di(octylthio)-s-triazine